(R)-N-(4-(3-(4-(3-cyano-4-methoxypyrazolo[1,5-a]pyridin-6-yl)-1H-pyrazol-1-yl)piperidine-1-carbonyl)phenyl)acrylamide C(#N)C=1C=NN2C1C(=CC(=C2)C=2C=NN(C2)[C@H]2CN(CCC2)C(=O)C2=CC=C(C=C2)NC(C=C)=O)OC